N-(1-(2,2-difluoroethyl)piperidin-4-yl)-2-(1H-imidazol-5-yl)thiazole-4-carboxamide FC(CN1CCC(CC1)NC(=O)C=1N=C(SC1)C1=CN=CN1)F